FC1CN(C1)C1CCC(CC1)N1C(NC2=C1C=C(C(=C2)C=2C(=C(C=1N(C2)N=CN1)OC)C)C(C)C)=O 1-(4-(3-fluoroazetidin-1-yl)cyclohexyl)-6-isopropyl-5-(8-methoxy-7-methyl-[1,2,4]triazolo[1,5-a]pyridin-6-yl)-1,3-dihydro-2H-benzo[d]imidazol-2-one